FC1=CC(=C(C=C1)CNC(=O)C=1C=C(C=NC1OC)C1=CC=C2C(=NNC2=C1)C(=O)NC)OC1NCOC1 6-[5-({[4-fluoro-2-(oxazolidin-4-yloxy)phenyl]methyl}carbamoyl)-6-methoxypyridin-3-yl]-N-methyl-1H-indazole-3-carboxamide